(4aR,8aS)-6-[6-[[2-(trifluoromethyl)imidazo[1,2-a]pyrimidin-6-yl]methyl]-2-azaspiro[3.3]heptane-2-carbonyl]-4,4a,5,7,8,8a-hexahydropyrido[4,3-b][1,4]oxazin-3-one FC(C=1N=C2N(C=C(C=N2)CC2CC3(CN(C3)C(=O)N3C[C@@H]4[C@@H](OCC(N4)=O)CC3)C2)C1)(F)F